C(#N)C1=CC=C(C=C1)[C@H](C)NC(=O)[C@H]1N(C[C@@H](C1)O)C(=O)C(C(C)C)C1=CC(=NO1)OC(=O)N1CCNCC1 [5-[1-[(2S,4R)-2-[[(1S)-1-(4-cyanophenyl)ethyl]carbamoyl]-4-hydroxy-pyrrolidine-1-carbonyl]-2-methyl-propyl]isoxazol-3-yl]piperazine-1-carboxylate